4-{[({[(4S)-4,11-diethyl-9-hydroxy-3,14-dioxo-3,4,12,14-tetrahydro-1H-pyrano[3',4':6,7]indolizino[1,2-b]quinolin-4-yl]oxy}carbonyl)oxy]methyl}-3-sulfophenyl-L-ornithinamide C(C)[C@]1(C(OCC=2C(N3CC=4C(=NC=5C=CC(=CC5C4CC)O)C3=CC21)=O)=O)OC(=O)OCC2=C(C=C(C=C2)N[C@@H](CCCN)C(=O)N)S(=O)(=O)O